C(CCCC)(=O)OCC(=O)NCC1=C(C=C(C(=C1)OC)O)I 2-((4-hydroxy-2-iodo-5-methoxybenzyl) amino)-2-oxoethyl valerate